7-amino-5-((2-(1-((1-(((tert-butyldimethyl-silyl)oxy)methyl)cyclopropyl)methyl)-1H-pyrazol-3-yl)ethyl)amino)-3-ethyl-2-methylpyrazolo[1,5-a]pyrimidine-6-carbonitrile NC1=C(C(=NC=2N1N=C(C2CC)C)NCCC2=NN(C=C2)CC2(CC2)CO[Si](C)(C)C(C)(C)C)C#N